(3r,6s)-1-acetyl-6-methylpiperidine-3-carboxamidine C(C)(=O)N1C[C@@H](CC[C@@H]1C)C(=N)N